1-[(4-methylphenyl)dioxy-λ6-thio]-5-[4-(4-methylpiperazine-1-yl)phenyl]-3-(pyridin-4-yl)pyrrolo[2,3-b]pyridine CC1=CC=C(C=C1)OO[SH4]N1C=C(C=2C1=NC=C(C2)C2=CC=C(C=C2)N2CCN(CC2)C)C2=CC=NC=C2